N-(7-bromo-5-(((3S,4S)-4-methoxytetrahydrofuran-3-yl)oxy)quinazolin-4-yl)benzo[d]thiazol-6-amine BrC1=CC(=C2C(=NC=NC2=C1)NC1=CC2=C(N=CS2)C=C1)O[C@H]1COC[C@@H]1OC